CC(C)(C)OC(=O)N(C)CCN N-Boc-N-methylethylenediamine